C1[C@@H]2[C@H]([C@H]([C@@H](O2)N3C=NC4=C3N=CN(C4=N)[C@H]5[C@@H]([C@@H]([C@H](O5)COP(=O)(OP(=O)(O1)[O-])[O-])O)O)O)O The molecule is a nucleotide-sugar oxoanion obtained by deprotonation of the diphosphate OH groups of cyclic ADP-ribose. It is a conjugate base of a cyclic ADP-ribose.